C(C)(C)(C)N(C(O)=O)CC1=CC(=CC=C1)C(C1=NC(=C(C=C1)C(C)C)F)N.OC1=C(C=C(C=C1C(C)(C)C)C(=O)O)N1N=C2C(=N1)C=CC=C2 2-(2'-hydroxy-3'-tert-butyl-5'-carboxyphenyl)benzotriazole tert-butyl-(3-(amino(6-fluoro-5-isopropylpyridin-2-yl)methyl)benzyl)carbamate